ClC1=C(CO)C(=CC=C1)C(F)(F)F 2-chloro-6-(trifluoromethyl)benzyl alcohol